2-amino-5-[4-(6-chloro-5-fluoro-indolin-1-yl)quinazolin-6-yl]pyridine-3-carbonitrile NC1=NC=C(C=C1C#N)C=1C=C2C(=NC=NC2=CC1)N1CCC2=CC(=C(C=C12)Cl)F